1-(2-((3,4-dimethoxybenzyl)amino)-1H-benzo[d]imidazol-1-yl)butan-1-one COC=1C=C(CNC2=NC3=C(N2C(CCC)=O)C=CC=C3)C=CC1OC